2-(4-(1,2-Diphenylbut-1-en-1-yl)phenoxy)acetic acid C1(=CC=CC=C1)C(=C(CC)C1=CC=CC=C1)C1=CC=C(OCC(=O)O)C=C1